COC(=O)C1=C(SC=C1)NC1=NC(=NC=C1Br)NC1=CC=C(C=C1)OCCCN1CCOCC1 2-{5-bromo-2-[4-(3-morpholin-4-ylpropoxy)phenylamino]-pyrimidin-4-ylamino}-thiophene-3-carboxylic acid methyl ester